7-chloro-5-{[(1R)-1-(2,4-dichlorophenyl)ethyl]amino}-3-methylpyrido[2,3-d]pyrimidin-4-one ClC=1C=C(C2=C(N=CN(C2=O)C)N1)N[C@H](C)C1=C(C=C(C=C1)Cl)Cl